COC1=C(C=CC(=C1)OC1CCN(CC1)C)C1=CC(=NN1)NC=1N=CC(=NC1)C#N 5-[[5-[2-methoxy-4-[(1-methyl-4-piperidyl)oxy]phenyl]-1H-pyrazol-3-yl]amino]pyrazine-2-carbonitrile